N[C@@H]1CN(C[C@H]1OC)C=1C=C(C(=NC1)N1C[C@@H]2N([C@@H](CN(C2)C2=C3C=CC(=NC3=C(C=C2)C#N)[2H])C)CC1)C 5-[(4R,9aR)-8-[5-[(3R,4R)-3-amino-4-methoxy-pyrrolidin-1-yl]-3-methyl-2-pyridyl]-4-methyl-3,4,6,7,9,9a-hexahydro-1H-pyrazino[1,2-a]pyrazin-2-yl]-2-deuterio-quinoline-8-carbonitrile